C(C)(C)(C)OC(=O)N1CCN(CC1)CC1CCC2(CN(C2)C=2C=CC=C3C(=NN(C23)C)C=2C(=NC(=CC2)OCC2=CC=CC=C2)OCC2=CC=CC=C2)CC1.N1(C(=NC(=C1[2H])[2H])[2H])C(C=O)[2H] 2-(1H-imidazol-1-yl-d3)ethan-1-one-2-d tert-butyl-4-((2-(3-(2,6-bis(benzyloxy)pyridin-3-yl)-1-methyl-1H-indazol-7-yl)-2-azaspiro[3.5]nonan-7-yl)methyl)piperazine-1-carboxylate